ClC1C(N(/C(/S1)=N/C(=O)NC1=C(C=C(C=C1)C1=NN(C=N1)C1=CC=C(C=C1)OC(F)(F)F)F)C1=C(C=CC(=C1)C)C(C)C)=O (Z)-1-(5-chloro-3-(2-isopropyl-5-methylphenyl)-4-oxothiazolidin-2-ylidene)-3-(2-fluoro-4-(1-(4-(trifluoromethoxy)phenyl)-1H-1,2,4-triazol-3-yl)phenyl)urea